1-ethyl-5-(1H-imidazol-4-yl)-3-methyl-1H-pyrazole C(C)N1N=C(C=C1C=1N=CNC1)C